N-(4-(2-(4-Ethoxyphenyl)propyl)-6-(((R)-1-hydroxy-4-methylpentan-2-yl)amino)-1,3,5-triazin-2-yl)methanesulfonamide C(C)OC1=CC=C(C=C1)C(CC1=NC(=NC(=N1)N[C@@H](CO)CC(C)C)NS(=O)(=O)C)C